1-(2-(4-Fluorophenyl)-2-oxoethyl)-3,5-dimethylpyridin-1-ium bromide [Br-].FC1=CC=C(C=C1)C(C[N+]1=CC(=CC(=C1)C)C)=O